6-{3-azabicyclo[3.1.0]hex-3-yl}pyridine-3-carboxylic acid methyl ester COC(=O)C=1C=NC(=CC1)N1CC2CC2C1